2-[7-[(7S)-4-azaspiro[2.5]oct-7-yl]pyrrolo[2,3-c]pyridazin-3-yl]-5-(triazol-1-yl)pyridin-3-ol C1CC12NCC[C@@H](C2)N2C=CC1=C2N=NC(=C1)C1=NC=C(C=C1O)N1N=NC=C1